FC1=C(C=C2C(=NN(C2=C1)C1OCCCC1)C=C)C1=C(N(N=C1)C)O 4-(6-fluoro-1-tetrahydropyran-2-yl-3-vinyl-indazol-5-yl)-2-methyl-pyrazol-3-ol